5-[3-({(1S)-1-[(1r,4S)-4-aminocyclohexyl]ethyl}amino)-4-ethyl-5-fluorophenyl]-1,3,4-oxadiazol-2(3H)-one hydrochloride Cl.NC1CCC(CC1)[C@H](C)NC=1C=C(C=C(C1CC)F)C1=NNC(O1)=O